9-phenyl-1,2,4-triazolo[3,4-f][1,6]naphthyridine C1(=CC=CC=C1)C=1C=NC=2C=CN3C(C2C1)=NN=C3